C1(CC1)C1=C(C=C(C=C1)C(NC(=O)C1N(CC(C1)F)C(CN(C)C=1N=NN(C1)CC)=O)C1=CC=CC=C1)F N-[(4-cyclopropyl-3-fluorophenyl)(phenyl)methyl]-1-{2-[(1-ethyl-1H-1,2,3-triazol-4-yl)(methyl)amino]acetyl}-4-fluoropyrrolidine-2-carboxamide